ClC=1C=C2CCCN(C2=C(C1)C1=C2C(=NC=C1)C=C(S2)CN2C(N(C=CC2=O)C(F)F)=O)[C@@H]2CNC1(CCC1)C2 (S)-3-((7-(6-chloro-1-(5-azaspiro[3.4]octan-7-yl)-1,2,3,4-tetrahydroquinolin-8-yl)thieno[3,2-b]pyridin-2-yl)methyl)-1-(difluoromethyl)pyrimidine-2,4(1H,3H)-dione